CN(C[C@@H](C)NC(=O)C1=NC=CC2=C(C=3N(C=4C=CC(=CC4C3C=C21)OCCCN2CCN(CC2)C)C)C)C (R)-N-(1-(dimethylamino)propan-2-yl)-5,6-dimethyl-9-(3-(4-methylpiperazin-1-yl)propoxy)-6H-pyrido[4,3-b]carbazole-1-carboxamide